CN(C=1C=C(C(=O)NC2CCC(CC2)NC2=CC(=NC3=CC=CC=C23)C(F)(F)F)C=CC1C)C 3-(dimethylamino)-4-methyl-N-[(1s,4s)-4-{[2-(trifluoromethyl)quinolin-4-yl]amino}cyclohexyl]benzamide